C(C)(C)(C)OC(=O)N1C(COCC1)C=1C=C(C=C2CCN(CC12)C(C)=O)Cl 3-(2-acetyl-6-Chloro-3,4-dihydro-1H-isoquinolin-8-yl)morpholine-4-carboxylic acid tert-butyl ester